3-(6-chloro-3-oxo-2,3-dihydro-4H-benzo[b][1,4]thiazin-4-yl)propanoic acid ClC1=CC2=C(SCC(N2CCC(=O)O)=O)C=C1